triethoxyamine C(C)ON(OCC)OCC